3-(5-((3-benzhydryl-imidazolidin-1-yl)methyl)-4-fluoro-1-oxo-isoindolin-2-yl)piperidine-2,6-dione C(C1=CC=CC=C1)(C1=CC=CC=C1)N1CN(CC1)CC=1C(=C2CN(C(C2=CC1)=O)C1C(NC(CC1)=O)=O)F